N-(3-(methylsulfonamido)phenyl)-6-((tetrahydrofuran-3-yl)oxy)nicotinamide CS(=O)(=O)NC=1C=C(C=CC1)NC(C1=CN=C(C=C1)OC1COCC1)=O